1-(1H-imidazol-2-yl)-2-methoxypropan-1-one N1C(=NC=C1)C(C(C)OC)=O